(+-)-2,7-diazaspiro[4.4]nonane-2-carboxylic acid tert-butyl ester C(C)(C)(C)OC(=O)N1C[C@]2(CC1)CNCC2 |r|